bis(1,1,1,3,3-pentamethyldisiloxanyl) sulfide C[Si](O[Si](C)(C)S[Si](O[Si](C)(C)C)(C)C)(C)C